2-oxo-4-pentenoate O=C(C(=O)[O-])CC=C